C1(=CC(=CC=C1)C1=NN(C=C1)CC1CCOCC1)C1=CC=CC=C1 3-([1,1'-biphenyl]-3-yl)-1-((tetrahydro-2H-pyran-4-yl)methyl)-1H-pyrazole